ClC1=NC2=CC=CC=C2C(=C1)N1[C@@H](CCC1)CO (S)-(1-(2-chloroquinolin-4-yl)pyrrolidin-2-yl)methanol